CC=1C(=NC=C(N1)C1=NO[C@@](C1)(C(F)(F)F)C1=C(C(=CC(=C1)C(F)(F)F)Cl)F)C(=O)NCC(NCC(F)(F)F)=O |o1:10| 3-methyl-N-[2-oxo-2-(2,2,2-trifluoroethylamino)ethyl]-5-[(5R or S)-5-[3-chloro-2-fluoro-5-(trifluoromethyl)phenyl]-5-(trifluoromethyl)-4H-isoxazol-3-yl]pyrazine-2-carboxamide